ClC1=C(C(=CC=C1)OC)C=1C=C(C(=O)O)C(=CN1)O 2-(2-chloro-6-methoxyphenyl)-5-hydroxyisonicotinic acid